C(C=C)C(C(=O)OCCC(=CC)C)(C(=O)OCCC(=CC)C)CCC.[P].[Na] Sodium phosphorus di(3-methyl-3-pentenyl) 2-allyl-2-propyl-malonate